Pyrano[3,4-e]Pyridin-3-amine N1=CC(=CC2=C1C=COC2)N